benzyl 4,4-difluoro-3-(6-methoxy-5-((methylsulfonyl)methyl)pyridin-3-yl)piperidine-1-carboxylate FC1(C(CN(CC1)C(=O)OCC1=CC=CC=C1)C=1C=NC(=C(C1)CS(=O)(=O)C)OC)F